C(#N)C1=C(N=C2N(C1=O)C=C(C=C2[C@@H](C)NC2=C(C(=O)O)C=CC=C2)C)N2CCN(CC2)C2=NC=C(C=N2)C#N (R)-2-((1-(3-cyano-2-(4-(5-cyanopyrimidin-2-yl)piperazin-1-yl)-7-methyl-4-oxo-4H-pyrido[1,2-a]pyrimidin-9-yl)ethyl)amino)benzoic acid